Cl.CN(C1=NN2C(S1)=NC(=C2)C2=C(C=C(C=C2)C=2C=NNC2)O)C2CC(NC(C2)(C)C)(C)C 2-{2-[methyl(2,2,6,6-tetramethylpiperidin-4-yl)amino]imidazo[2,1-b][1,3,4]thiadiazol-6-yl}-5-(1H-pyrazol-4-yl)phenol hydrochloride